N,N-dimethyl-3,5-difluoroaniline CN(C1=CC(=CC(=C1)F)F)C